3-oxo-thiophene-1,1-dioxide O=C1CS(C=C1)(=O)=O